1-(4-cyanophenyl)-2-phenylethane C(#N)C1=CC=C(C=C1)CCC1=CC=CC=C1